6-Amino-3-((1S,3S)-4'-chloro-3-cyano-3-methyl-1',2'-dihydrospiro[cyclopentane-1,3'-pyrrolo[2,3-b]pyridin]-5'-yl)-N-(2-(dimethylamino)ethyl)-2-fluoro-N-methyl-benzamide NC1=CC=C(C(=C1C(=O)N(C)CCN(C)C)F)C=1C(=C2C(=NC1)NC[C@@]21C[C@@](CC1)(C)C#N)Cl